4-(8-hydroxyquinazolin-5-yl)-N-(pyridin-2-yl)benzamide OC=1C=CC(=C2C=NC=NC12)C1=CC=C(C(=O)NC2=NC=CC=C2)C=C1